C(N)(=O)C1=CC=CC=2C3=CC=CC=C3NC12 carbamoylcarbazol